(-)-(4aR,8aS)-6-(3-((2-Fluoro-4-(trifluoromethyl)phenoxy)methyl)azetidine-1-carbonyl)hexahydro-2H-pyrido[4,3-b][1,4]oxazin-3(4H)-one FC1=C(OCC2CN(C2)C(=O)N2C[C@@H]3[C@@H](OCC(N3)=O)CC2)C=CC(=C1)C(F)(F)F